ClC1=NC=C2C=C(N=C(C2=C1)N1CC(CCC1)OC)C1=C(C(=CC(=C1Cl)OC)OC)Cl 7-chloro-3-(2,6-dichloro-3,5-dimethoxyphenyl)-1-(3-methoxypiperidin-1-yl)-2,6-naphthyridine